C(C1=CC=CC=C1)C=1NC(=NN1)C(=O)OCC ethyl 5-benzyl-4H-1,2,4-triazole-3-formate